CC1OC(CCC1O)O 2-methyl-6-(oxidaneyl)tetrahydro-2H-pyran-3-ol